2-(2-chlorophenyl)-N-(2-(4-fluorophenyl)-5-sulfamoyl-1,2,3,4-tetrahydroisoquinolin-7-yl)acetamide ClC1=C(C=CC=C1)CC(=O)NC1=CC(=C2CCN(CC2=C1)C1=CC=C(C=C1)F)S(N)(=O)=O